C(C)N(CCNCCOC1=C(C=CC=C1)C1=NC=NC(=C1)C)CC 4-(2-(2-(2-(diethylamino)ethylamino)ethoxy)phenyl)-6-methylpyrimidin